5-((8Z,11Z)-Henicosa-8,11-dien-1-yl)resorcinol C(CCCCCC\C=C/C\C=C/CCCCCCCCC)C=1C=C(C=C(O)C1)O